1-[6'-(difluoromethoxy)-[2,3'-bipyridin]-3-yl]methanamine FC(OC1=CC=C(C=N1)C1=NC=CC=C1CN)F